acrylic acid, anhydride C(C=C)(=O)OC(C=C)=O